1,5-dihydroxy-2,4-dimethylpentan-3-one OCC(C(C(CO)C)=O)C